CN1C[C@H]2N(C3=C(OC2)C=C(C=C3)[N+](=O)[O-])CC1 (R)-3-methyl-8-nitro-1,2,3,4,4a,5-hexahydrobenzo[b]pyrazino[1,2-d][1,4]oxazine